ClC1=C(C(=CC(=C1)NC(C(CO)C1=CC=C(C=C1)S(=O)(=O)CC)=O)Cl)C1=C(C=CC=C1)OC(F)(F)F N-(2,6-dichloro-2'-(trifluoromethoxy)-[1,1'-biphenyl]-4-yl)-2-(4-(ethylsulfonyl)phenyl)-3-hydroxypropionamide